4-(3-methyl-4-acetoxyphenyl)benzoic acid CC=1C=C(C=CC1OC(C)=O)C1=CC=C(C(=O)O)C=C1